COC1=CC=C(C=C1)C1OC2=C(C(CC=C2C(C1)C1=CC=C(C=C1)OC)(O)OC)C (4-methoxyphenyl)-4-(4-methoxyphenyl)-7-methoxy-8-methylchroman-7-ol